4-((1-(4-(2-(2-aminopyridin-3-yl)-5-(1H-1,2,3-triazol-1-yl)-3H-imidazo[4,5-b]pyridin-3-yl)benzyl)piperidin-4-yl)amino)pyrimidine-2-carbonitrile NC1=NC=CC=C1C1=NC=2C(=NC(=CC2)N2N=NC=C2)N1C1=CC=C(CN2CCC(CC2)NC2=NC(=NC=C2)C#N)C=C1